C(C(O)C)(=O)O.[N+](=O)([O-])C1=C(C=CC=C1)N1C(=CC=C1)C=CC=NN\C(=N\[H])\N (E)-N-[1-(2-nitrophenyl)-1H-pyrrol-2-yl-allylidenamino]-guanidine DL-lactate